4-(2-aminoethyl)benzenamine NCCC1=CC=C(C=C1)N